CN1C(C(=CC=C1)C1=CN=C2N1N=C(C=C2)C2=CC(=CC=C2)O[C@H](CN2N=NN=C2)C)=O 1-methyl-3-[6-(3-{[(2S)-1-(1H-tetrazol-1-yl)propan-2-yl]oxy}phenyl)imidazo[1,2-b]pyridazin-3-yl]-1,2-dihydropyridin-2-one